C(C)[C@@H]1N(C[C@H](N(C1)C(C)C1=NC=2N(C=C1)N=CC2)CC)C=2C=1C(N(C(N2)=O)C)=CN(N1)C1OCCCC1 7-((2S,5R)-2,5-diethyl-4-(1-(pyrazolo[1,5-a]pyrimidin-5-yl)ethyl)piperazin-1-yl)-4-methyl-2-(tetrahydro-2H-pyran-2-yl)-2,4-dihydro-5H-pyrazolo[4,3-d]pyrimidin-5-one